FC1CC(C2=CC=CC=C12)C(C(=O)N)=C (3-fluoro-2,3-dihydro-1H-inden-1-yl)prop-2-enamide